[Br-].C1=C(C(=CC(=C1)[N+]=1NN=NC1)C)C 5-xylyl-tetrazolium bromide